1,1-bis(3,5-dimethyl-4-hydroxyphenyl)dodecane CC=1C=C(C=C(C1O)C)C(CCCCCCCCCCC)C1=CC(=C(C(=C1)C)O)C